2-((3,5-dichlorophenyl)amino)-7-morpholinoquinazolin-4(3H)-one ClC=1C=C(C=C(C1)Cl)NC1=NC2=CC(=CC=C2C(N1)=O)N1CCOCC1